5-(3-fluoro-8-((1S,2S)-2-(7-fluoro-1-(2,2,2-trifluoroethyl)-1H-pyrazolo[4,3-c]pyridin-6-yl)cyclopropyl)imidazo[1,2-b]pyridazin-6-yl)pyrimidine-2,4(1H,3H)-dione FC1=CN=C2N1N=C(C=C2[C@@H]2[C@H](C2)C2=C(C1=C(C=N2)C=NN1CC(F)(F)F)F)C=1C(NC(NC1)=O)=O